ClC=1C(=C(NC2=C(NC3=C2C(NCC3)=O)C3=C(C=NC=C3)OCC3OCCCC3)C=CC1)OC 3-(3-chloro-2-methoxyanilino)-2-{3-[(oxan-2-yl)methoxy]pyridin-4-yl}-1,5,6,7-tetrahydro-4H-pyrrolo[3,2-c]pyridin-4-one